4-(methylthio)-3-(N-(2-(piperidin-1-yl)-5-(trifluoromethyl)phenyl)sulfamoyl)benzoic acid CSC1=C(C=C(C(=O)O)C=C1)S(NC1=C(C=CC(=C1)C(F)(F)F)N1CCCCC1)(=O)=O